2-(4-aminopiperidin-1-yl)-4,5-dichlorophenol NC1CCN(CC1)C1=C(C=C(C(=C1)Cl)Cl)O